C[C@@H]1C2=CC=CC(C3=NNC=4C=CC(O[C@@H](CCNC(O1)=O)C)=CC34)=C2 (7R,13R)-7,13-dimethyl-8,14-dioxa-10,19,20-triazatetracyclo[13.5.2.12,6.018,21]tricosa-1(20),2(23),3,5,15(22),16,18(21)-heptaen-9-one